(2S,3S)-2-((2-bromo-1,3-thiazol-4-yl)methyl)-3-((ethylsulfonyl)amino)pyrrolidine-1-carboxylic acid tert-butyl ester C(C)(C)(C)OC(=O)N1[C@H]([C@H](CC1)NS(=O)(=O)CC)CC=1N=C(SC1)Br